BrC1=C(C=C(C=C1)F)C(=O)N1C2C(C=3C=C(C=CC13)C)CN(CC2)C (2-bromo-5-fluorophenyl)(2,8-dimethyl-1,2,3,4,4a,9b-hexahydro-5H-pyrido[4,3-b]indol-5-yl)methanone